(R)-3-(2-(benzyloxy)-5-((tert-butyldimethylsilyl)oxy)phenyl)-1-ethoxy-1-oxopropan-2-yl benzoate C(C1=CC=CC=C1)(=O)O[C@@H](C(=O)OCC)CC1=C(C=CC(=C1)O[Si](C)(C)C(C)(C)C)OCC1=CC=CC=C1